6-methoxy-2-((1S*,2S*)-2-(4-methylpyrimidin-2-yl)cyclopropyl)quinolin COC=1C=C2C=CC(=NC2=CC1)[C@@H]1[C@H](C1)C1=NC=CC(=N1)C |o1:12,13|